FC(C=1C=NC=2CCN(CC2C1)C(=O)OCC1=CC=CC=C1)(F)F benzyl 3-(trifluoromethyl)-7,8-dihydro-1,6-naphthyridine-6(5H)-carboxylate